COC1=C(C=C2C(=NC(=NC2=C1)C)N[C@H](C)C=1C(=C(C#N)C=CC1)C)P1(CCOCC1)=O (R)-3-(1-((7-methoxy-2-methyl-6-(4-oxido-1,4-oxaphosphinan-4-yl)quinazolin-4-yl)amino)ethyl)-2-methylbenzonitrile